N-(8-amino-6-(4-methylisothiazol-3-yl)isoquinolin-3-yl)-2-cyanocyclopropane-1-carboxamide NC=1C=C(C=C2C=C(N=CC12)NC(=O)C1C(C1)C#N)C1=NSC=C1C